3-((8-methoxy-2-(6-methoxypyridin-3-yl)-2,3-dihydrobenzo[b][1,4]dioxin-6-yl)methyl)-6-((1-methylazetidin-3-yl)oxy)pyrazolo[1,5-a]pyrimidine COC1=CC(=CC2=C1OC(CO2)C=2C=NC(=CC2)OC)CC=2C=NN1C2N=CC(=C1)OC1CN(C1)C